2-[[3-[2-amino-5-[4-difluoromethyl-3-methyl-5-oxo-1,2,4-triazol-1-yl]-4-fluorophenoxy]-2-pyridinyl]oxy]acetic acid ethyl ester C(C)OC(COC1=NC=CC=C1OC1=C(C=C(C(=C1)N1N=C(N(C1=O)C(F)F)C)F)N)=O